(2R,3R)-2-(2-Chloro-5-fluoro-3-methyl-phenyl)-1-(4-methoxyphenyl)pyrrolidin-3-ol ClC1=C(C=C(C=C1C)F)[C@H]1N(CC[C@H]1O)C1=CC=C(C=C1)OC